ClC1=CC=C(C=C1)[C@]1(CC[C@H]2N(CCN(C2)C(=O)C2=C(C(=CC=C2)N2CC(C2)O)Cl)C1)O [(7S,9aR)-7-(4-chlorophenyl)-7-hydroxy-3,4,6,8,9,9a-hexahydro-1H-pyrido[1,2-a]pyrazin-2-yl]-[2-chloro-3-(3-hydroxyazetidin-1-yl)phenyl]methanone